(Z)-N2-(bicyclo[2.2.1]heptan-2-yl)-N7-((1r,4r)-4-hydroxycyclohexyl)-9-(hydroxyimino)-9H-fluorene-2,7-disulfonamide C12C(CC(CC1)C2)NS(=O)(=O)C2=CC=1\C(\C3=CC(=CC=C3C1C=C2)S(=O)(=O)NC2CCC(CC2)O)=N/O